5-oxo-7-(trifluoromethyl)-4H-pyrazolo[1,5-a]Pyrimidine-2-carboxylic acid ethyl ester C(C)OC(=O)C1=NN2C(NC(C=C2C(F)(F)F)=O)=C1